N1(CCC1)CCNC(=O)C1=C(C2=C(CCC3=CN(N=C23)CC2=NC(=CC=C2)C)O1)C N-[2-(Azetidin-1-yl)ethyl]-8-methyl-2-[(6-methylpyridin-2-yl)methyl]-4,5-dihydro-2H-furo[2,3-g]indazol-7-carboxamid